(±)-(1R,2R)-2-(benzylamino)-1-methylcyclopentanol C(C1=CC=CC=C1)N[C@H]1[C@@](CCC1)(O)C |r|